(S)-5-(bromomethyl)-1-(2-((tert-butyldimethylsilyl)oxy)propyl)-3-ethoxy-4-iodo-1H-pyrazole BrCC1=C(C(=NN1C[C@H](C)O[Si](C)(C)C(C)(C)C)OCC)I